C(C)(C)(C)OC(=O)N1C[C@H](CCC1)NC=1N=CC2=CC(=NC(=C2C1)NC1CCC1)C#N (S)-3-((7-cyano-5-(cyclobutylamino)-2,6-naphthyridin-3-yl)amino)piperidine-1-carboxylic acid tert-butyl ester